6-Iodo-N-(3-methoxy-5-((tetrahydrofuran-2-yl)methoxy)phenyl)quinolin-4-amine IC=1C=C2C(=CC=NC2=CC1)NC1=CC(=CC(=C1)OCC1OCCC1)OC